CN1C(NC2=C1C(=CC=C2)C2CC(C2)C(=O)N2CCN(CC2)C(=O)OC(C)(C)C)=O Tert-butyl 4-[3-(3-methyl-2-oxo-1H-benzimidazol-4-yl)cyclobutanecarbonyl]piperazine-1-carboxylate